2-bromo-5-(thiazol-5-yl)-4,5-dihydro-6H-imidazo[1,5-b]pyrazol-6-one BrC=1C=C2N(N1)C(N(C2)C2=CN=CS2)=O